C(C1=CC=CC=C1)N1C2=NC=NC(=C2N=C1C1=C(C=C(C=C1)OCCN1CCN(CC1)C)CO)OC1(CC1)C (2-(9-benzyl-6-(1-methyl-cyclopropoxy)-9H-purin-8-yl)-5-(2-(4-methylpiperazin-1-yl)ethoxy)phenyl)methanol